1-Undecyl-3-ethylpiperidinium chlorid [Cl-].C(CCCCCCCCCC)[NH+]1CC(CCC1)CC